2-(4-(7-chloro-1,6-dimethyl-2,3-dioxo-2,3-dihydropyrido[2,3-b]pyrazin-4(1H)-yl)piperidin-1-yl)pyrimidine-5-carbonitrile ClC1=CC2=C(N(C(C(N2C)=O)=O)C2CCN(CC2)C2=NC=C(C=N2)C#N)N=C1C